(R)-2-hydroxy-N-(5-isobutyl-4-methylthiazol-2-yl)-3-((7-(5-methyl-1,2,4-oxadiazol-3-yl)isoquinolin-1-yl)amino)propanamide iridium Tin [Sn].[Ir].O[C@@H](C(=O)NC=1SC(=C(N1)C)CC(C)C)CNC1=NC=CC2=CC=C(C=C12)C1=NOC(=N1)C